C(C)SC1=NSC(=N1)N 3-(ethylsulfanyl)-1,2,4-thiadiazole-5-amine